2-(3-(methylamino)-4-nitrophenoxy)ethanol CNC=1C=C(OCCO)C=CC1[N+](=O)[O-]